(1R,2R)-1-((2R,3R,4S,6S)-4-acetoxy-3-(2-acetoxyacetamido)-6-(acetylthio)-6-(methoxycarbonyl)tetrahydro-2H-pyran-2-yl)-3-(2-(3-acetoxyphenyl)acetamido)propane-1,2-diyl diacetate C(C)(=O)O[C@H]([C@@H](CNC(CC1=CC(=CC=C1)OC(C)=O)=O)OC(C)=O)[C@@H]1O[C@](C[C@@H]([C@H]1NC(COC(C)=O)=O)OC(C)=O)(C(=O)OC)SC(C)=O